(±)-2-(2-(7-(3-(Aminomethyl)-2-methylphenyl)benzofuran-5-yl)-4-methyl-3,4-dihydro-2H-benzo[b][1,4]oxazin-8-yl)acetic acid NCC=1C(=C(C=CC1)C1=CC(=CC=2C=COC21)[C@@H]2CN(C1=C(O2)C(=CC=C1)CC(=O)O)C)C |r|